C(=O)C1=CC=C(C2=CC=CC=C12)C1=NC(=NO1)C=1C(=C(C#N)C=CC1)OC(C)C (5-(4-formylnaphthalen-1-yl)-1,2,4-oxadiazol-3-yl)-2-isopropoxybenzonitrile